C(C)(C)(C)OC(=O)N[C@H](C(=O)OC(C)(C)C)CC1C(NC2=CC=CC=C2C1)=O tert-butyl (2S)-2-((tert-butoxycarbonyl)amino)-3-(2-oxo-1,2,3,4-tetrahydroquinolin-3-yl)propanoate